N-(2,6-dimethylphenyl)-9H-pyrido[3,4-b]indol-3-amide CC1=C(C(=CC=C1)C)NC(=O)C1=CC2=C(NC3=CC=CC=C23)C=N1